N(C1=CC=CC=C1)CC(=O)O.C(=O)C1=CC=C(OC=C2CC=C(CN3CN(C=C3)C)C=C2)C=C1 1-(4-p-formylphenoxymethylenebenzyl)-3-methylimidazole anilinoacetate